6-amino-2-(4-iodophenyl)-5-vinylpyrimidine-4-carboxylic acid NC1=C(C(=NC(=N1)C1=CC=C(C=C1)I)C(=O)O)C=C